CN(C)[Ga](N(C)C)N(C)C tri(dimethylamino)gallium